(9Z,27Z)-Hexatriacont-9,27-dien-18-ol CCCCCCCC\C=C/CCCCCCCC(CCCCCCCC\C=C/CCCCCCCC)O